C(C)(C)(C)OC(=O)N1[C@H]2[C@@H](C[C@@H]1CC2)OC (1R,2R,4S)-2-methoxy-7-azabicyclo[2.2.1]heptane-7-carboxylic acid tert-butyl ester